C(CC)C(CO)CCCCC 2-propyl-heptane-1-ol